CO[C@H]1[C@@H]([C@H]([C@@H]([C@H](O1)COS(=O)(=O)[O-])O[C@@H]2[C@@H]([C@H]([C@@H]([C@H](O2)COS(=O)(=O)[O-])O)O)O)O)O The molecule is the organosulfate oxoanion formed by deprotonation of the sulfo groups in alpha-D-Glcp6S-(1->4)-beta-D-Glcp6SOMe. It is a conjugate base of an alpha-D-Glcp6S-(1->4)-beta-D-Glcp6SOMe.